diicosyldimethylammonium chloride [Cl-].C(CCCCCCCCCCCCCCCCCCC)[N+](C)(C)CCCCCCCCCCCCCCCCCCCC